OC=1C=C(C(=O)NCCN(CCNC(C2=CC(=C(C(=C2)O)O)O)=O)C(C2=CC(=C(C(=C2)O)O)O)=O)C=C(C1O)O 3,4,5-trihydroxy-N-[2-[(3,4,5-trihydroxybenzoyl)-[2-[(3,4,5-trihydroxybenzoyl)-amino]-ethyl]amino]ethyl]benzamide